O1CC(C1)OC1=NC(=NC=C1C(F)(F)F)N[C@H]1C[C@H](CCC1)C1=NN=C2N1C=CC(=C2)C2=CN=CS2 4-(oxetan-3-yloxy)-N-[(1R,3S)-3-(7-thiazol-5-yl-[1,2,4]triazolo[4,3-a]pyridin-3-yl)cyclohexyl]-5-(trifluoromethyl)pyrimidin-2-amine